CC1(C(=C(CC(C1)(C)C)O)C=1C(=CC=CC1)O)C 3,3,5,5-tetramethylbiphenol